N-(benzo[c][1,2,5]oxadiazol-5-yl)-1-(1-carbonyl-1,2-dihydroisoquinolin-5-yl)-5-(trifluoromethyl)-1H-pyrazole-4-carboxamide N=1ON=C2C1C=CC(=C2)NC(=O)C=2C=NN(C2C(F)(F)F)C2=C1C=CNC(C1=CC=C2)=C=O